6-(5-Methylpyridin-2-yl)-N-((1R)-1-(2-(trifluoromethyl)pyrimidin-5-yl)ethyl)cinnolin-4-amin CC=1C=CC(=NC1)C=1C=C2C(=CN=NC2=CC1)N[C@H](C)C=1C=NC(=NC1)C(F)(F)F